(2S)-N-[(1S)-1-(2,4-difluorophenyl)ethyl]-2-(4,5-dimethyl-2-oxo-1H-1,6-naphthyridin-3-yl)propanamide FC1=C(C=CC(=C1)F)[C@H](C)NC([C@@H](C)C=1C(NC2=CC=NC(=C2C1C)C)=O)=O